Cl.NC1CCN(CC1)C1=C(C(=C(C(=N1)SC(C(=O)N)C1=CC=CC=C1)C#N)CC)C#N 2-((6-(4-aminopiperidin-1-yl)-3,5-dicyano-4-ethylpyridin-2-yl)thio)-2-phenylacetamide, hydrochloride salt